r-ethylene glycol C(CO)O